FC1=C(C(=CC(=C1)F)O)C1=NN=C(C2=CC=CC=C12)NCC(CO)O 3-[[4-(2,4-difluoro-6-hydroxy-phenyl)phthalazin-1-yl]amino]propane-1,2-diol